ClC=1C=C(C=CC1Cl)CCCOC1=C(C=C(C=C1)C1=NOC(=N1)[C@H]1N(CCC1)C(=O)OC(C)(C)C)C(F)(F)F tert-butyl (S)-2-(3-(4-(3-(3,4-dichlorophenyl)propoxy)-3-(trifluoromethyl)phenyl)-1,2,4-oxadiazol-5-yl)pyrrolidine-1-carboxylate